CC(=CCOCCCCCCCCCOCC=C(C)C)C 1,9-bis(3-methyl-2-butenyloxy)-nonane